5-(trifluoromethyl)pyridine-2-sulfonamide FC(C=1C=CC(=NC1)S(=O)(=O)N)(F)F